FC=1C=NC(=NC1)S[C@@H]1CN(C[C@H]1OCC1=CC=C(C=C1)C(F)(F)F)C(=O)OC(C)(C)C tert-butyl trans-3-((5-fluoropyrimidin-2-yl)thio)-4-((4-(trifluoromethyl)benzyl)oxy)pyrrolidine-1-carboxylate